C(C=C)OC(=O)NCC1(CN(C1)C[C@H](CNC([C@H](CCCCNC(OC(C)(C)C)=O)NC(=O)OCC1C2=CC=CC=C2C=2C=CC=CC12)=O)O)O Tert-butyl N-[(5S)-6-[[(2S)-3-[3-[(allyloxycarbonylamino)methyl]-3-hydroxy-azetidin-1-yl]-2-hydroxy-propyl]amino]-5-(9H-fluoren-9-ylmethoxycarbonylamino)-6-oxo-hexyl]carbamate